C(CCC)N(C1=NC(=NC(=N1)N(CO)CCCC)N(CO)CCCC)CO N,N',N''-tributyl-N,N',N''-trimethylolmelamine